C(C)(=O)NC=1C=C(C(=O)O)C(=CN1)N1N=CC=N1 2-acetamido-5-(2H-1,2,3-triazol-2-yl)isonicotinic Acid